piperidine-3-ol hydrochloride Cl.N1CC(CCC1)O